(R)-2-(((tert-Butyldiphenylsilyl)oxy)methyl)-N-(2-fluoro-4-((2-methoxy-3,5-dimethylpyridin-4-yl)carbamoyl)-5-(((S)-1,1,1-trifluoropropan-2-yl)oxy)phenyl)pyrrolidine-1-carboxamide [Si](C1=CC=CC=C1)(C1=CC=CC=C1)(C(C)(C)C)OC[C@@H]1N(CCC1)C(=O)NC1=C(C=C(C(=C1)O[C@H](C(F)(F)F)C)C(NC1=C(C(=NC=C1C)OC)C)=O)F